(2S,3R)-4,4,4-trifluoro-3-hydroxy-2,3-dimethylbutyl 4-methylbenzenesulfonate CC1=CC=C(C=C1)S(=O)(=O)OC[C@@H]([C@@](C(F)(F)F)(C)O)C